C(N)(SN1CCN(CC1)C)=S.[Te] Tellurium N'-methyl-N-piperazinyl dithiocarbamate